COCCOCC1(CCNCC1)C#N 4-((2-methoxyethoxy)methyl)piperidine-4-carbonitrile